[N-](S(=O)(=O)C(F)(F)F)S(=O)(=O)C(F)(F)F.C(CCCCCCC)N1CN(C=C1)C=C (1-octyl-3-vinyl-imidazole) bis(trifluoromethanesulfonyl)imide salt